ClC1=C(C=CC=C1)[C@H](C(=O)N(C)OC)O[Si](C)(C)C(C)(C)C 2-(2-chlorophenyl)-N-methoxy-(R)-2-(tert-butyldimethylsilyloxy)-N-methylacetamide